ethyl 2-[3-(2-bromoethoxy)-1,2-oxazol-5-yl]-3-methylbutyrate BrCCOC1=NOC(=C1)C(C(=O)OCC)C(C)C